1,1-bis(4-hydroxy-2-methyl-5-tert-butylphenyl)-2-methylpropane OC1=CC(=C(C=C1C(C)(C)C)C(C(C)C)C1=C(C=C(C(=C1)C(C)(C)C)O)C)C